OC1=C(C(=CC(=C1)OC)OC)C(C=C)=O 1-(2-hydroxy-4,6-dimethoxyphenyl)prop-2-en-1-one